C([C@H](C(=O)O)N)Cl The molecule is a 3-chloroalanine that has S configutation at the chiral centre. It has a role as an EC 2.3.1.50 (serine C-palmitoyltransferase) inhibitor. It is a D-alanine derivative and a 3-chloroalanine. It is an enantiomer of a 3-chloro-L-alanine. It is a tautomer of a 3-chloro-D-alanine zwitterion.